tert-butyl 4-(6-chloro-3-pyridyl)-3-oxo-piperazine-1-carboxylate ClC1=CC=C(C=N1)N1C(CN(CC1)C(=O)OC(C)(C)C)=O